OC(CC(=O)O)(CC(=O)O)C(=O)O.BrC1=CC2=C(N=C(C=3N2C=NN3)N3CC(C3)NC)N=C1 1-(8-bromopyrido[2,3-e][1,2,4]triazolo[4,3-a]pyrazin-4-yl)-N-methylazetidin-3-amine 2-hydroxypropane-1,2,3-tricarboxylic acid salt